N1N=C(N=C1)C(=O)N 1,2,4-triazoleamide